butyl 4-(3-chloropyridin-4-yl)-4-cyanopiperidine-1-carboxylate ClC=1C=NC=CC1C1(CCN(CC1)C(=O)OCCCC)C#N